tert-butyl 4-(3-(methoxycarbonyl)-4-nitrophenoxy)-2-((3-(methoxycarbonyl)-4-nitrophenoxy)methyl)pyrrolidine-1-carboxylate COC(=O)C=1C=C(OC2CC(N(C2)C(=O)OC(C)(C)C)COC2=CC(=C(C=C2)[N+](=O)[O-])C(=O)OC)C=CC1[N+](=O)[O-]